C1=CC=CC=2C3=CC=CC=C3C(C12)COC(=O)C(C(=O)O)(COC1OCCCC1)NC 9H-fluoren-9-ylmethoxycarbonyl(methyl)amino-3-(oxan-2-yloxy)propanoic acid